CCCCCCCCCCCC(=O)N[C@@H](CCCN=C(N)N)C(=O)OCC.Cl Ethyl lauroyl arginate hcl